C(C1=CC=CC=C1)N1CCC(CC1)(C#N)C1=CC(=C(C=C1)F)F 1-benzyl-4-(3,4-difluorophenyl)piperidine-4-carbonitrile